C(C)C(C(=O)O)CCCC α-ethyl-hexanoic acid